C1(=CC=CC=C1)C(C=C)(O)C1=CC(=CC=C1)Cl 1-phenyl-1-(3-chlorophenyl)-2-propen-1-ol